1-(4-bromo-2-fluorophenyl)-3-[4-ethyl-2,5-dioxo-4-(propan-2-yl)imidazolidin-1-yl]urea BrC1=CC(=C(C=C1)NC(=O)NN1C(NC(C1=O)(C(C)C)CC)=O)F